Bis(aziridin-1-yl)phosphinic acid (S)-4-([1,1'-biphenyl]-4-yloxy)-5-nitro-2,3-dihydro-1H-inden-1-yl ester C1(=CC=C(C=C1)OC1=C2CC[C@@H](C2=CC=C1[N+](=O)[O-])OP(=O)(N1CC1)N1CC1)C1=CC=CC=C1